(6Z)-Octadecenoic acid CCCCCCCCCCC/C=C\CCCCC(=O)O